COC=1C=CC2=C(C(C=3NC4=CC(=CC=C4C3C2=O)C)(C)C)C1 8-Methoxy-3,6,6-trimethyl-5,6-dihydro-benzo[b]carbazol-11-one